C12C(CC(C=C1)C2)COC(=O)NCCCC[C@H](N)C(=O)O N6-((bicyclo[2.2.1]hept-5-en-2-ylmethoxy)carbonyl)lysine